2-Phospho-L-ascorbic acid P(=O)(O)(O)OC=1C(=O)O[C@@H](C1O)[C@@H](O)CO